NCC1=NNC(C2=CC=C(C=C12)C=1C=NN(C1C1=CC=C2CCC(N12)=O)C)=O 4-(aminomethyl)-6-[1-methyl-5-(5-oxo-6,7-dihydropyrrolizin-3-yl)pyrazol-4-yl]-2H-phthalazin-1-one